ClC1=CC=C(C=C1)S(=O)(=O)O (E)-4-chlorobenzenesulfonic acid